4-Methoxybenzyl 2-(7-cyano-5-(1-hydroxyethyl) benzo[b]thiophen-2-yl)-4-methylthiazole-5-carboxylate C(#N)C1=CC(=CC2=C1SC(=C2)C=2SC(=C(N2)C)C(=O)OCC2=CC=C(C=C2)OC)C(C)O